tert-Butyl-2-{6-[(E)-hydrazonomethyl]pyrido[2,3-d]pyrimidin-4-yl}-2,7-diazaspiro[3.5]nonane-7-carboxylate C(C)(C)(C)OC(=O)N1CCC2(CN(C2)C=2C3=C(N=CN2)N=CC(=C3)/C=N/N)CC1